C(C)(C)(C)OC(=O)N1CC(=CC1)C1=C(C=C(C=C1)[N+](=O)[O-])C.C(CCCC)C(=CC1=CC=CC=C1)CCCCC dipentyl-styrene tert-butyl-3-(2-methyl-4-nitrophenyl)-2,5-dihydro-1H-pyrrole-1-carboxylate